ClC=1C(=NC(=NC1)NC1CCOCC1)C1=CC=C2CN(C(C2=C1)=O)CC(=O)N1CC2=CC=CC=C2CC1C 6-{5-chloro-2-[(oxan-4-yl)amino]pyrimidin-4-yl}-2-[2-(3-methyl-1,2,3,4-tetrahydroisoquinolin-2-yl)-2-oxoethyl]-2,3-dihydro-1H-isoindol-1-one